N-((6-((3R,5S)-3,5-Dimethylpiperazin-1-yl)pyridin-2-yl)methyl)-5-((1s,4S)-4-fluorocyclohexyl)-7H-pyrrolo[2,3-d]pyrimidin-4-amine C[C@@H]1CN(C[C@@H](N1)C)C1=CC=CC(=N1)CNC=1C2=C(N=CN1)NC=C2C2CCC(CC2)F